(benzyl N2-((benzyloxy)carbonyl)-N4-(1-((2R,3S,4S,5R)-3,4-dihydroxy-5-(hydroxymethyl)tetrahydrofuran-2-yl)-2-oxo-1,2-dihydropyrimidin-4-yl)-L-asparaginate) C(C1=CC=CC=C1)N([C@@H](CC(NC1=NC(N(C=C1)[C@@H]1O[C@@H]([C@H]([C@@H]1O)O)CO)=O)=O)C(=O)[O-])C(=O)OCC1=CC=CC=C1